ClC=1C=CC2=C(N(N=N2)CC(=O)OCC)C1 ethyl 2-(6-chloro-1H-benzo[d][1,2,3]triazol-1-yl)acetate